COC(=O)C1=NC2=CC=CC=C2C(=C1)OCC 4-Ethoxyquinoline-2-carboxylic acid methyl ester